C(#N)C=1C=NN2C1C(=CC(=C2)C=2C=NN(C2)C)C2CCC(CC2)C(=O)NCC=2C=NC(=CC2)N2N=CC(=C2)F 4-(3-cyano-6-(1-methyl-1H-pyrazol-4-yl)pyrazolo[1,5-a]pyridin-4-yl)-N-((6-(4-fluoro-1H-pyrazol-1-yl)pyridin-3-yl)methyl)cyclohexanamide